O=C1C=2C(=C(C=C3C(C4(C(OC(C4(C)C)C)=C(C(=C1)C)C32)O)=O)OC)O 3,7-dioxo-4,7a-dihydroxy-5-methoxy-1,8,8,9-tetramethyl-8,9-dihydro-3H-phenaleno[1,2-b]furan